[N-]=C=O.[N-]=C=O.NC=1C(=CC=CC1)C ortho-toluidine diisocyanate